N-[(6-Amino-2-pyridyl)sulfonyl]-6-(2-fluoro-5-isobutoxyphenyl)-2-(2,2,4-trimethylpyrrolidin-1-yl)pyridin-3-carboxamid NC1=CC=CC(=N1)S(=O)(=O)NC(=O)C=1C(=NC(=CC1)C1=C(C=CC(=C1)OCC(C)C)F)N1C(CC(C1)C)(C)C